C1(CCC1)CN1CC2=C(N=CN=C2OC(C)C=2C(=NOC2C)C)CC1 4-(1-((6-(cyclobutylmethyl)-5,6,7,8-tetrahydropyrido[4,3-d]pyrimidin-4-yl)oxy)ethyl)-3,5-dimethylisoxazole